OC=1N=C(NC(C1C(=O)NC1=CC=C(C=C1)C1=NNC(=C1)O)=O)SC 4-hydroxy-N-(4-(5-hydroxy-1H-pyrazol-3-yl)phenyl)-2-(methylthio)-6-oxo-1,6-dihydropyrimidine-5-carboxamide